CC1(OC(C2=CC=CC=C12)(O)C1=CC=CC=C1)C 3,3-dimethyl-1-phenyl-1,3-dihydroisobenzofuran-1-ol